3,5-dinitrobenzoyl-carbazole [N+](=O)([O-])C=1C=C(C(=O)C2=CC=CC=3C4=CC=CC=C4NC23)C=C(C1)[N+](=O)[O-]